Cis-2-[4-(1-methyl-1H-pyrazol-5-yl)piperidin-1-yl]-6-azaspiro[3.4]octane-6-carboxylic acid ethyl ester C(C)OC(=O)N1CC2(CC(C2)N2CCC(CC2)C2=CC=NN2C)CC1